C[C@H]1NCCCC[C@@H]1C1=CC=2C(=NC=CC2NC=2C=CC3=C(N=CS3)C2)S1 N-(2-((2R,3S)-2-methylazepan-3-yl)thieno[2,3-b]pyridin-4-yl)benzo[d]thiazol-5-amine